FC1=C(CN2C(N3C(C(=C2)C(=O)N[C@@H]2[C@H](COCC2)O)=NC(=C3)C)=O)C=CC(=C1)C1=NN(C=C1)C 6-(2-fluoro-4-(1-methyl-1H-pyrazol-3-yl)benzyl)-N-((3R,4S)-3-hydroxytetrahydro-2H-pyran-4-yl)-2-methyl-5-oxo-5,6-dihydroimidazo[1,2-c]pyrimidine-8-carboxamide